[Si](C)(C)(C(C)(C)C)OCC(OC=1C=2N(C=C(C1)C=1N=NN(C1C)C1CCN(CC1)C(=O)OC(C)(C)C)N=CC2Cl)C2=NC=C(C=C2)F tert-butyl 4-[4-[4-[2-[tert-butyl(dimethyl)silyl]oxy-1-(5-fluoro-2-pyridyl)ethoxy]-3-chloro-pyrazolo[1,5-a]pyridin-6-yl]-5-methyl-triazol-1-yl]piperidine-1-carboxylate